ClC1=C(N(C(C2=C(C=CC=C12)C=1C=NC(=C(C1)F)OC)=O)C1=CC=CC=C1)[C@H](C)NC=1C2=C(N=CN1)NC=CC2=O (S)-4-((1-(4-chloro-8-(5-fluoro-6-methoxypyridin-3-yl)-1-oxo-2-phenyl-1,2-dihydroisoquinolin-3-yl)ethyl)amino)pyrido[2,3-d]pyrimidin-5(8H)-one